ClC1=NC=C(C=C1)OCOC 2-chloro-5-(methoxymethoxy)pyridine